1-Methoxy-4-(tetrahydro-2H-pyran-4-yl)-2-naphthaldehyde COC1=C(C=C(C2=CC=CC=C12)C1CCOCC1)C=O